CN1C(=CC=2C1=C(N=CC2)NC)C(=O)O 1-methyl-7-(methylamino)pyrrolo[2,3-c]pyridine-2-carboxylic acid